2-oxoethyl 6-aminohexanoate NCCCCCC(=O)OCC=O